CC1=NOC(=C1C1=CC2=C(N(C(=N2)[C@]23N(C(C[C@@H]3C2)=O)C(=O)OC(C)(C)C)[C@@H]2CC[C@H](CC2)OC([2H])([2H])[2H])C=C1)C t-butyl (1S,5S)-1-(5-(3,5-dimethylisoxazol-4-yl)-1-((trans)-4-(methoxy-d3)cyclohexyl)-1H-benzo[d]imidazol-2-yl)-3-oxo-2-azabicyclo[3.1.0]hexane-2-carboxylate